tert-butyl (5-fluoro-3-nitropyridin-2-yl)carbamate FC=1C=C(C(=NC1)NC(OC(C)(C)C)=O)[N+](=O)[O-]